butoxy-7-(4-(piperidin-4-yl)benzyl)imidazo[2,1-f][1,2,4]triazin-4-amine C(CCC)OC1=NN2C(C(=N1)N)=NC=C2CC2=CC=C(C=C2)C2CCNCC2